(1R,2R)-N-[7-(6-butanoyl-4-methylpyridin-3-yl)-2,6-naphthyridin-3-yl]-2-fluorocyclopropane-1-carboxamide C(CCC)(=O)C1=CC(=C(C=N1)C1=NC=C2C=C(N=CC2=C1)NC(=O)[C@@H]1[C@@H](C1)F)C